C(C=1C(C(=O)OCCCCCCCC)=CC(C(=O)OCCCCCCCC)=CC1)(=O)OCCCCCCCC tri-octyl trimellitate